(R,S)-7-(3-(4-(1-(Phenylsulfonyl)-1H-pyrrolo[2,3-b]pyridin-3-yl)thiazol-2-yl)phenyl)-6,7-dihydro-5H-cyclopenta[b]pyridin-7-ol C1(=CC=CC=C1)S(=O)(=O)N1C=C(C=2C1=NC=CC2)C=2N=C(SC2)C=2C=C(C=CC2)[C@@]2(CCC=1C2=NC=CC1)O